2-chloro-5-methoxy-N-((4-methoxyphenyl)methyl)pyrimidin-4-amine ClC1=NC=C(C(=N1)NCC1=CC=C(C=C1)OC)OC